CCC=C butene